ClC1=NC2=C(C(NC=C2C=C1)=O)C1=CC=C(C=C1)Cl 2-chloro-8-(4-chlorophenyl)-1,6-naphthyridin-7(6H)-one